(R)-2-((4-((1-(3-amino-5-(trifluoromethyl)phenyl)ethyl)amino)-6-(pyrrolidin-1-yl)pyrido[3,4-d]pyrimidin-2-yl)amino)ethan-1-ol NC=1C=C(C=C(C1)C(F)(F)F)[C@@H](C)NC=1C2=C(N=C(N1)NCCO)C=NC(=C2)N2CCCC2